[N+](=O)([O-])C=1C=C2C=NN(C2=C(C1)[N+](=O)[O-])C(C)N(C)C (5,7-dinitro-1H-indazol-1-yl)-N,N-dimethyl-1-ethylamine